OC1=C(C(=O)O)C(=CC(=C1CC=C(C)C)OC(C)C)C=CC1=CC=C(C=C1)C(F)(F)F 2-hydroxy-4-isopropoxy-3-(3-methylbut-2-en-1-yl)-6-(4-(trifluoromethyl)styryl)benzoic acid